C1CC[C@H]2[C@@H]3CC[C@H]([C@@H]12)C3 (3aS,4R,7S,7aR)-octahydro-1H-4,7-methanoindene